2,5-dihydroxybenzoquinone dilithium salt [Li].[Li].OC=1C(C=C(C(C1)=O)O)=O